C1(CC1)C1=NN(C=C1C1=NC=CC=C1C)[C@@H]1C[C@H](C1)CNC=1C=C2C(N(C(C2=CC1)=O)C1C(NC(CC1)=O)=O)=O 5-(((trans-3-(3-cyclopropyl-4-(3-methylpyridin-2-yl)-1H-pyrazol-1-yl)cyclobutyl)methyl)amino)-2-(2,6-dioxopiperidin-3-yl)isoindoline-1,3-dione